N-[(2-amino-3-methylquinolin-7-yl)methyl]-6-cyano-N-(4-fluoro-2-methanesulfonylphenyl)pyridine-3-carboxamide NC1=NC2=CC(=CC=C2C=C1C)CN(C(=O)C=1C=NC(=CC1)C#N)C1=C(C=C(C=C1)F)S(=O)(=O)C